C(#N)C(C(=O)N1C[C@@H](N(C[C@H]1C)C=1C2=C(N=CN1)N(CC21CCC1)C1=NC=CC(=C1)C#N)C)(CF)C 2-[4-[(2S,5R)-4-[2-cyano-3-fluoro-2-methylpropanoyl]-2,5-dimethylpiperazin-1-yl]spiro[6H-pyrrolo[2,3-d]pyrimidine-5,1'-cyclobutane]-7-yl]pyridine-4-carbonitrile